NC[C@@H](O)[C@H](O)[C@H](O)CO 1-amino-1-deoxy-D-arabinitol